C(#N)C1=C(C=CC=C1)[C@H]([C@H](C)C=1N(C(C(=C(N1)C(=O)NC=1C=NOC1)O)=O)C)C1=NC(=NC=C1)C 2-((1S,2S)-1-(2-cyanophenyl)-1-(2-methylpyrimidin-4-yl)propan-2-yl)-5-hydroxy-N-(isoxazol-4-yl)-1-methyl-6-oxo-1,6-dihydropyrimidine-4-carboxamide